ClC=1C=C(OCC(=O)O)C=C(C1CC1=C(C(=C(C=C1)O)C(=C)C1=CC=C(C=C1)F)F)Cl 2-(3,5-dichloro-4-(2-fluoro-3-(1-(4-fluorophenyl)vinyl)-4-hydroxybenzyl)phenoxy)acetic acid